(Benzyloxy)methyl-6'-(((1S,3S)-3-((5-(difluoromethoxy)pyrimidin-2-yl)-amino)cyclopentyl)amino)-2H-[1,3'-bipyridyl]-2-one C(C1=CC=CC=C1)OCC=1C(N(C=CC1)C=1C=NC(=CC1)N[C@@H]1C[C@H](CC1)NC1=NC=C(C=N1)OC(F)F)=O